ClC=1C=C2C(=CNC2=CC1)C1N(CC2=CC(=CC=C12)C1=CC(=CC=C1)OC)C(=O)N (5-chloro-1H-indol-3-yl)-5-(3-methoxyphenyl)isoindoline-2-carboxamide